(R)-2-((1-(3-Amino-1-methyl-1H-pyrazolo[4,3-c]pyridin-6-yl)piperidin-3-yl)amino)-4-methoxypyrimidine-5-carbonitrile NC1=NN(C2=C1C=NC(=C2)N2C[C@@H](CCC2)NC2=NC=C(C(=N2)OC)C#N)C